octadec-2-ene CC=CCCCCCCCCCCCCCCC